bis(2,4-dimethyl-p-hydroxyphenyl)succinic acid dibutyl ester C(CCC)OC(C(C(C(=O)OCCCC)C1=C(CC(C=C1)(O)C)C)C1=C(CC(C=C1)(C)O)C)=O